Tert-butyl 1-[4-methoxy-[1,1-biphenyl]-3-yl]piperidine-4-carboxylate COC1=C(C=C(C=C1)C1=CC=CC=C1)N1CCC(CC1)C(=O)OC(C)(C)C